3-(3,5-difluoro-4-((6S,7S)-7-isobutyl-8-methyl-6,7,8,9-tetrahydro-3H-pyrazolo[3,4-h]isoquinolin-6-yl)phenoxy)azetidin-1-aldehyde FC=1C=C(OC2CN(C2)C=O)C=C(C1[C@H]1[C@@H](N(CC=2C3=C(C=CC12)NN=C3)C)CC(C)C)F